ClC=1C=2C(N=C3N(C2C=CC1)C1=CC(=CC=C1C3(C)C)C3CCN(CC3)CC3CN(C3)C=3C=C1C(N(C(C1=CC3)=O)C3C(NC(CC3)=O)=O)=O)=O 5-(3-((4-(4-chloro-7,7-dimethyl-5-oxo-5,7-dihydroindolo[1,2-a]quinazolin-10-yl)piperidin-1-yl)methyl)azetidin-1-yl)-2-(2,6-dioxopiperidin-3-yl)isoindoline-1,3-dione